C(=O)O.CC1CC1 Methylcyclopropane formate